3,5-difluoro-4-(pyridin-3-yl)phenylazide FC=1C=C(C=C(C1C=1C=NC=CC1)F)N=[N+]=[N-]